N,2,3-trimethyl-4,5,6,7-tetrahydrobenzothiophen-6-amine hydrochloride Cl.CNC1CC2=C(C(=C(S2)C)C)CC1